7-Bromo-1-(2-chloro-5-fluorophenyl)-4-iodo-2-[(4-methoxyphenyl)methyl]-3-oxo-2,3-dihydro-1H-isoindole-5-carboxylic acid methyl ester COC(=O)C=1C(=C2C(N(C(C2=C(C1)Br)C1=C(C=CC(=C1)F)Cl)CC1=CC=C(C=C1)OC)=O)I